5-carboxy-6-methylbicyclo[2.2.1]Hept-2-ene C(=O)(O)C1C2C=CC(C1C)C2